ClC=1C=C(C(=C(C1)O)C1=C2C(=C(N=N1)N[C@@H]1C[C@H](CCC1)O)C=NC=C2)F 5-chloro-3-fluoro-2-[4-[[(1s,3s)-3-hydroxycyclohexyl]amino]pyrido[3,4-d]pyridazin-1-yl]phenol